NC1(CN(CC1)C(C=C)=O)C1=C(C2=C(N=CN=C2N)N1C)C1=CC=C(C=C1)OC1=NC(=CC=C1)C 1-[3-amino-3-(4-amino-7-methyl-5-{4-[(6-methylpyridin-2-yl)oxy]phenyl}-7H-pyrrolo[2,3-d]pyrimidin-6-yl)pyrrolidin-1-yl]prop-2-en-1-one